C(C)(C)(C)C1=NC=C(C(=N1)OC1=CC=CC=C1)C(=O)N[C@H](/C=C/S(=O)(=O)C)CC(F)F (S,E)-2-(tert-butyl)-N-(5,5-difluoro-1-(methylsulfonyl)pent-1-en-3-yl)-4-phenoxypyrimidine-5-carboxamide